ClC=1C=C(C(=NC1)[C@@]1(OC2=C(C=CC=C2C=C1)C1CCN(CC1)CC1=NC2=C(N1C[C@H]1OCC1)C=C(C=C2)C(=O)O)C)F 2-((4-((R)-2-(5-chloro-3-fluoropyridin-2-yl)-2-methyl-2H-chromen-8-yl)piperidin-1-yl)methyl)-1-(((S)-oxetan-2-yl)methyl)-1H-benzo[d]imidazole-6-carboxylic acid